6-(3-Fluoro-5-isobutoxyphenyl)-N-(1H-pyrazol-5-ylsulfonyl)-2-[4-(trifluoromethyl)-1-piperidyl]pyridin-3-carboxamid FC=1C=C(C=C(C1)OCC(C)C)C1=CC=C(C(=N1)N1CCC(CC1)C(F)(F)F)C(=O)NS(=O)(=O)C1=CC=NN1